Pyrimidyl-Isoxazole N1=C(N=CC=C1)C1=NOC=C1